ClC1=C(C=CC=C1)[C@H]1CC[C@H](N1C(=O)C1=CC=C(C=C1)C1=C(C(=CC=C1)OC)OC)C(=O)O (2S,5R)-5-(2-chlorophenyl)-1-(2',3'-dimethoxy-[1,1'-biphenyl]-4-carbonyl)pyrrolidine-2-carboxylic acid